3-((2S)-2-hydroxy-3-(8-(3-methoxyphenylsulfonyl)-1-oxa-8-azaspiro[4.5]dec-3-ylamino)propoxy)-N-methylbenzenesulfonamide O[C@H](COC=1C=C(C=CC1)S(=O)(=O)NC)CNC1COC2(C1)CCN(CC2)S(=O)(=O)C2=CC(=CC=C2)OC